(S)-4-benzyl-3-((1S,4S)-1-methyl-2-oxabicyclo[2.2.1]heptane-4-carbonyl)oxazolidin-2-one C(C1=CC=CC=C1)[C@@H]1N(C(OC1)=O)C(=O)[C@@]12CO[C@@](CC1)(C2)C